1-((4-chloro-6-morpholinylpyrimidin-2-yl)amino)-2-methylpropan-2-ol ClC1=NC(=NC(=C1)N1CCOCC1)NCC(C)(O)C